(R)-3-cyclopropyl-5-methyl-5,6,6a,7,9,10-hexahydro-8H-pyrazino[1,2-a]pyrido[3,2-e]pyrazin C1(CC1)C1=CC=2N(C[C@@H]3N(C2N=C1)CCNC3)C